O1N=C(C2=C1C=CC=C2)C=2C(=C(C=CC2CC)S(=O)(=O)N)OC (benzo[d]isoxazol-3-yl)-4-ethyl-2-methoxybenzenesulfonamide